5-(2-{5-[(7R)-7-amino-2-azabicyclo[2.2.1]heptane-2-carbonyl]-7-methoxy-1-methyl-1H-1,3-benzodiazol-2-yl}-1-(cyclopropylmethyl)-1H-indol-6-yl)-7-fluoro-2,3-dihydro-1H-isoindol-1-one N[C@H]1C2N(CC1CC2)C(=O)C2=CC1=C(N(C(=N1)C=1N(C3=CC(=CC=C3C1)C=1C=C3CNC(C3=C(C1)F)=O)CC1CC1)C)C(=C2)OC